NC=1NC(C=2N=CN(C2N1)[C@@H]1O[C@@]([C@H](C1)O)(CO)CF)=O 2-amino-9-((2R,4S,5R)-5-(fluoromethyl)-4-hydroxy-5-(hydroxymethyl)tetrahydro-furan-2-yl)-1,9-dihydro-6H-purin-6-one